FC=1C(=CC(=NC1)OC)C1=CC(=NN1)C(=O)N1CCC(CC1)C(=O)NC1CCC2(CCCN2)CC1 1-[5-(5-fluoro-2-methoxypyridin-4-yl)-1H-pyrazole-3-carbonyl]-N-[(5r,8r)-1-azaspiro[4.5]decan-8-yl]piperidine-4-carboxamide